2-(2-chlorophenyl)-N-{4-[(4,4-difluoro-1-hydroxycyclohexyl)methoxy]-3-sulfamoyl-phenyl}acetamide ClC1=C(C=CC=C1)CC(=O)NC1=CC(=C(C=C1)OCC1(CCC(CC1)(F)F)O)S(N)(=O)=O